{1-[3-(benzyloxy)-2-(1,3-dioxolan-2-yl)-5-methoxyphenyl]pyrazol-4-yl}acetic acid C(C1=CC=CC=C1)OC=1C(=C(C=C(C1)OC)N1N=CC(=C1)CC(=O)O)C1OCCO1